[Cl-].C(C)O[Si](CCC[NH3+])(OCC)OCC [3-(triethoxysilyl)propyl]ammonium chloride